methyl 4-((7-(butylamino)-3-(hydroxymethyl)-5-((methoxycarbonyl)amino)-1H-pyrazolo[4,3-d]pyrimidin-1-yl)methyl)-3-methoxybenzoate C(CCC)NC=1C2=C(N=C(N1)NC(=O)OC)C(=NN2CC2=C(C=C(C(=O)OC)C=C2)OC)CO